1-(4-methoxy-2,5-dimethyl-phenyl)-2-oxo-6-(trifluoromethyl)pyridine-3-carboxylic acid COC1=CC(=C(C=C1C)N1C(C(=CC=C1C(F)(F)F)C(=O)O)=O)C